5-cyano-6-methyl-1-(4-(methylsulfonyl)phenyl)-2-oxoindolin-3-ylacridine C(#N)C=1C=C2C(C(N(C2=CC1C)C1=CC=C(C=C1)S(=O)(=O)C)=O)C1=CC=CC2=NC3=CC=CC=C3C=C12